O1CCC(CC1)NC1=NC=C(C(=N1)C1=CC=C2CN(C(C2=C1)=O)CC(N1CC2=CC=CC=C2CC1)=O)C=C 6-{2-[(oxacyclohex-4-yl)amino]-5-(vinyl)pyrimidin-4-yl}-2-[2-oxo-2-(1,2,3,4-tetrahydroisoquinolin-2-yl)ethyl]-2,3-dihydro-1H-isoindol-1-one